ClC1=NC=C2C(=N1)N(N=C2C)C2CCC(CC2)(F)F 6-chloro-1-(4,4-difluorocyclohexyl)-3-methylpyrazolo[3,4-d]pyrimidine